N-(4-(4-Amino-1-isobutyl-1H-pyrazolo[3,4-d]pyrimidin-3-yl)phenyl)-2-(4-fluorophenyl)-6-isopropyl-3-oxo-2,3-dihydropyridazine-4-carboxamide NC1=C2C(=NC=N1)N(N=C2C2=CC=C(C=C2)NC(=O)C=2C(N(N=C(C2)C(C)C)C2=CC=C(C=C2)F)=O)CC(C)C